N(=C=S)C1=C(C=CC=C1)C(F)(F)F 1-isothiocyanato-2-(trifluoromethyl)benzene